1-((4-chloropyridin-2-yl)methyl)-3-(6-(((6-cyclopropylimidazo[1,2-a]pyridin-2-yl)methyl)amino)pyrimidin-4-yl)urea ClC1=CC(=NC=C1)CNC(=O)NC1=NC=NC(=C1)NCC=1N=C2N(C=C(C=C2)C2CC2)C1